BrC=1C(=C2C(=NC1)NC=C2C(=O)C2=C(C(=CC=C2F)[N+](=O)[O-])F)C (5-bromo-4-methyl-1H-pyrrolo[2,3-b]pyridin-3-yl)-(2,6-difluoro-3-nitro-phenyl)methanone